CC1(OC[C@@H](O1)COC1=NC=CC(=C1)N)C (S)-2-((2,2-Dimethyl-1,3-dioxolan-4-yl)methoxy)pyridin-4-amine